N-(5-isopropyl-1H-pyrazol-3-yl)-3-((tetrahydro-2H-pyran-4-yl)methyl)-3H-imidazo[4,5-b]pyridin-5-amine C(C)(C)C1=CC(=NN1)NC1=CC=C2C(=N1)N(C=N2)CC2CCOCC2